Pyrrolonitrile N1C(=CC=C1)C#N